BrC=1C(=C(CO[C@@H]2COCC2)C=CC1)F (S)-3-((3-bromo-2-fluorobenzyl)oxy)tetrahydrofuran